2-(1,11-dibenzyl-2,2,4,8,10,10,13,13-octamethyl-2,3,4,8,9,10,11,13-octahydrosilino[3,2-g:5,6-g']diquinolin-6-ylium-6(1H)-yl)-3,4,5,6-tetrafluorobenzoate C(C1=CC=CC=C1)N1C(CC(C2=CC3=C(C=C12)[Si](C1=C(C=C2C(CC(N(C2=C1)CC1=CC=CC=C1)(C)C)C)[C+]3C3=C(C(=O)[O-])C(=C(C(=C3F)F)F)F)(C)C)C)(C)C